N-(1-(bromomethyl)-2-oxabicyclo[2.1.1]hexane-4-yl)acetamide BrCC12OCC(C1)(C2)NC(C)=O